2-[3-ethylsulfonyl-8-fluoro-6-trifluoromethylimidazo[1,2-a]pyridin-2-yl]-3-methyl-6-trifluoromethylimidazo[4,5-b]pyridine C(C)S(=O)(=O)C1=C(N=C2N1C=C(C=C2F)C(F)(F)F)C2=NC=1C(=NC=C(C1)C(F)(F)F)N2C